2-(2-acryloyl-2,6-diazaspiro[3.4]octan-6-yl)-4-(4-fluoro-3-hydroxynaphthalen-1-yl)-6,6a,7,7a-tetrahydro-5H-cyclopropa[h]quinoline-3-carbonitrile C(C=C)(=O)N1CC2(C1)CN(CC2)C2=NC=1C3C(CCC1C(=C2C#N)C2=CC(=C(C1=CC=CC=C21)F)O)C3